6-amino-7-(4-fluoro-3-hydroxy-2,6-dimethyl-phenyl)-2-methyl-pyrrolo[2,3-d]pyrimidine-5-carboxamide NC1=C(C2=C(N=C(N=C2)C)N1C1=C(C(=C(C=C1C)F)O)C)C(=O)N